N1C(=NC2=C1C=CC=C2)C2=CC(=NN2)NC(C2=CC=C(C=C2)N2C[C@@H](CC2)O)=O N-[5-(1H-benzimidazol-2-yl)-1H-pyrazol-3-yl]-4-[(3R)-3-hydroxypyrrolidin-1-yl]benzamide